O1C(COCC1)CN1CCCC2(CN(C2)C2(C(NC(NC2=O)=O)=O)C2=CC=C(C=C2)OC2=CC=C(C=C2)OC(F)(F)F)C1 5-[8-(1,4-Dioxan-2-ylmethyl)-2,8-diazaspiro[3.5]nonan-2-yl]-5-[4-[4-(trifluoromethoxy)phenoxy]phenyl]hexahydropyrimidine-2,4,6-trione